[N+](=O)([O-])C=1C(=NC(=CC1)C=1N=NN(C1)C=1C(=C(C(=O)O)C=CC1)O)C=1N=NN(C1)C=1C(=C(C(=O)O)C=CC1)O 4'-((3-nitropyridine-2,6-diyl)bis(1H-1,2,3-triazole-4,1-diyl))bis(2-hydroxybenzoic acid)